9-((1S,2R)-2-fluoro-1-methylpropyl)-2-methoxy-6-(1-piperazinyl)purine hydrochloride Cl.F[C@@H]([C@H](C)N1C2=NC(=NC(=C2N=C1)N1CCNCC1)OC)C